3-fluoro-5-methoxy-N-methyl-4-(3-(4-(4-methylpiperazin-1-yl)phenyl)-6-oxo-1H-pyrazolo[4,3-c]pyridazin-5(6H)-yl)benzamide FC=1C=C(C(=O)NC)C=C(C1N1N=C2C(=CC1=O)NN=C2C2=CC=C(C=C2)N2CCN(CC2)C)OC